(6S,9R)-N-(benzo[c][1,2,5]thiadiazol-5-yl)-3-oxo-3,5,6,7,8,9-hexahydro-2H-6,9-methano-cyclohepta[c]pyridazine-10-carboxamide N=1SN=C2C1C=CC(=C2)NC(=O)C2[C@@H]1CC=3C(=NNC(C3)=O)[C@@H]2CC1